copper diglycolate salt C(COCC(=O)[O-])(=O)[O-].[Cu+2]